4-((2-(4-acetamidophenyl)-5-oxooxazol-4(5H)-ylidene)methyl)-2-ethoxyphenyl thiophene-2-carboxylate S1C(=CC=C1)C(=O)OC1=C(C=C(C=C1)C=C1N=C(OC1=O)C1=CC=C(C=C1)NC(C)=O)OCC